6-aminobicyclo[3.1.0]Hexan-2-ol NC1C2CCC(C12)O